COC(CNC(=O)C1=CC=NC2=CC=C(C=C12)OCCCC(=O)OC(C)(C)C)=O tert-butyl 4-((4-((2-methoxy-2-oxoethyl)carbamoyl)quinolin-6-yl)oxy)butyrate